CNC(C1=NC=CC(=C1)C)=O N,4-dimethylpicolinamide